C(C1=CC=CC=C1)OC=1C=C(C=C(C1F)F)C=1OC2=C(N1)C=C(C(=C2)Cl)Br 2-(3-(Benzyloxy)-4,5-difluorophenyl)-5-bromo-6-chlorobenzo[d]oxazole